5-fluoro-2-N-(4-methoxy-3-[2H,4H,5H,6H,7H-pyrazolo[4,3-c]pyridin-2-yl]phenyl)-4-N,6-dimethylpyrimidine-2,4-diamine FC=1C(=NC(=NC1C)NC1=CC(=C(C=C1)OC)N1N=C2C(CNCC2)=C1)NC